trans-N-((4-(2-(4-chloro-3-fluorophenoxy)acetamido)cyclohexyl)methyl)-5-methoxybenzofuran-2-carboxamide ClC1=C(C=C(OCC(=O)N[C@@H]2CC[C@H](CC2)CNC(=O)C=2OC3=C(C2)C=C(C=C3)OC)C=C1)F